4-bromo-3,5-difluoro-1,1'-biphenyl BrC1=C(C=C(C=C1F)C1=CC=CC=C1)F